C(C)OC(=O)C1(CNC2=C(O1)C=C(C(=C2)Cl)C=2C(=NOC2C)C)CC ethyl-6-chloro-7-(3,5-dimethyl-isoxazol-4-yl)-3,4-dihydro-2H-benzo[b][1,4]Oxazine-2-carboxylic acid ethyl ester